7-(8-(azetidin-3-yl)-3,8-diazabicyclo[3.2.1]octan-3-yl)-2-(1-methyl-1H-pyrazol-4-yl)-3H-imidazo[4,5-b]pyridine N1CC(C1)N1C2CN(CC1CC2)C2=C1C(=NC=C2)NC(=N1)C=1C=NN(C1)C